cyclohexylsilyl-zirconium dichloride [Cl-].[Cl-].C1(CCCCC1)[SiH2][Zr+2]